C[C@@H]1C[C@@H](N(CC1)CC=1NC2=CC(=CC=C2C1)CNC(=O)C=1N=C2N(C(C1)=O)C=CC=C2)C([2H])([2H])[2H] N-((2-(((2S,4S)-4-methyl-2-(methyl-d3)piperidin-1-yl)methyl)-1H-indol-6-yl)methyl)-4-oxo-4H-pyrido[1,2-a]pyrimidine-2-carboxamide